1-(2,2-difluoroethyl)-6-((2R,5S)-2-methyl-5-(((5-(trifluoromethyl)pyridin-2-yl)oxy)methyl)piperidin-1-yl)-1H-pyrazolo[3,4-b]pyrazine FC(CN1N=CC=2C1=NC(=CN2)N2[C@@H](CC[C@@H](C2)COC2=NC=C(C=C2)C(F)(F)F)C)F